OCCNC([O-])=O (2-hydroxyethyl)-carbamate